N[C@@H]1CN(CC1)C1=NC(=NC2=CC=C(C=C12)C)N1CCS(C2=C(C1)C=CC=C2)=NCC2OCCC2 4-(((S)-3-aminopyrrolidin-1-yl)-6-methylquinazolin-2-yl)-1-(((tetrahydrofuran-2-yl)methyl)imino)-2,3,4,5-tetrahydro-benzo[f][1,4]thiazepine